4-[2-[5-bromo-2-(8-chloro-4-oxo-chromen-2-yl)phenoxy]ethyl]thiomorpholine-3-carboxamide tert-Butyl-hydrazinecarboxylate C(C)(C)(C)OC(=O)NN.BrC=1C=CC(=C(OCCN2C(CSCC2)C(=O)N)C1)C=1OC2=C(C=CC=C2C(C1)=O)Cl